chloro-N-(1-cyano-cyclopropyl)-5-[1-[2-methyl-5-(1,1,2,2,2-pentafluoroethyl)-4-(trifluoromethyl)pyrazol-3-yl]pyrazol-4-yl]benzamide ClC1=C(C(=O)NC2(CC2)C#N)C=C(C=C1)C=1C=NN(C1)C=1N(N=C(C1C(F)(F)F)C(C(F)(F)F)(F)F)C